dl-m-methoxyphenyl-but-3-en COC=1C=C(C=CC1)CCC=C